2-carboxymethoxyThioxanthone C(=O)(O)COC1=CC=2C(C3=CC=CC=C3SC2C=C1)=O